5-(7-methoxy-5-methylbenzofuran-2-yl)-7-(azetidin-3-yl)-7H-pyrrolo[2,3-d]pyrimidin-4-amine hydrochloride Cl.COC1=CC(=CC=2C=C(OC21)C2=CN(C=1N=CN=C(C12)N)C1CNC1)C